CC1=CC=C(C=C1)S(=O)(=O)O.F[C@H]1[C@H](C1)N (1s,2r)-2-fluorocyclopropane-1-amine 4-toluenesulfonate